COC(C1=CC=C(C=C1)N1CCC2(CC(C2)N2C(CN(CC2)C)C2=C(C=CC=C2)C2CC2)CC1)=O 4-(2-(2-(2-cyclopropylphenyl)-4-methylpiperazin-1-yl)-7-azaspiro[3.5]non-7-yl)benzoic acid methyl ester